The molecule is an N-acyl-1-O-beta-D-glucosyl-4-hydroxy-15-methylhexadecasphinganine in which the acyl group has 22 carbons and 0 double bonds and is 2-hydroxylated. It derives from a 15-methylhexadecaphytosphingosine. CCCCCCCCCCCCCCCCCCCCC(C(=O)N[C@@H](CO[C@H]1[C@@H]([C@H]([C@@H]([C@H](O1)CO)O)O)O)[C@@H]([C@@H](CCCCCCCCCCC(C)C)O)O)O